6-[1-ethyl-6-(4-fluorophenyl)-2,3-dihydro-1H-imidazo[1,2-b]pyrazol-7-yl]-2-(2-methylphenyl)-3(2H)-pyridazinone C(C)N1CCN2N=C(C(=C21)C=2C=CC(N(N2)C2=C(C=CC=C2)C)=O)C2=CC=C(C=C2)F